ClC1=C(C=C2C(=N1)N=C(O2)N2CCOCC2)C(=O)NC2=NC(=CC=C2)C=2C=NN(C2)C Chloro-N-(6-(1-methyl-1H-pyrazol-4-yl)pyridin-2-yl)-2-morpholinooxazolo[4,5-b]pyridine-6-carboxamide